NC1=CC=C(C(=O)NC=2C=C(C=CC2O[Si](OCC)(OCC)OCC)C(C(F)(F)F)(C(F)(F)F)C2=CC(=C(C=C2)O[Si](OCC)(OCC)OCC)NC(C2=CC=C(C=C2)N)=O)C=C1 2,2-bis(3-(4-aminobenzoylamino)-4-(triethoxysiloxy)phenyl)hexafluoropropane